C1(CC1)C=1C=C(C=C(C1)C(F)(F)F)C1=CC2=C(NC([C@H]3N(C2=O)CCN(C3)C(COC3=C(C=C(C=C3)OC(F)(F)F)I)=O)=O)C=C1 (S)-8-(3-cyclopropyl-5-(trifluoromethyl)phenyl)-2-(2-(2-iodo-4-(trifluoromethoxy)phenoxy)acetyl)-1,3,4,12a-tetrahydrobenzo[e]pyrazino[1,2-a][1,4]diazepine-6,12(2H,11H)-dione